2-[1-(4-chloro-1,3-thiazol-2-yl)-1H-pyrazol-4-yl]-N-(5-cyclopropyl-1H-pyrazol-3-yl)acetamide ClC=1N=C(SC1)N1N=CC(=C1)CC(=O)NC1=NNC(=C1)C1CC1